BrC1=NC(=C(C=C1Br)N1C[C@@H](CC1)OC)C (R)-2,3-dibromo-5-(3-methoxypyrrolidin-1-yl)-6-methylpyridine